CN1CC=2C(CC1)=NNC2 5-Methyl-2,4,6,7-tetrahydropyrazolo[4,3-c]pyridine